2-[2-(4-amino-3-methyl-phenyl)thiazol-5-yl]-N-tert-butyl-5-(2-oxopyrrolidin-1-yl)benzenesulfonamide NC1=C(C=C(C=C1)C=1SC(=CN1)C1=C(C=C(C=C1)N1C(CCC1)=O)S(=O)(=O)NC(C)(C)C)C